N[C@@H](CC(=O)O)CC1=CC=CC2=CC=CC=C12 (R)-3-amino-4-(1-naphthyl)-butyric acid